ClC1=CC(=C(C=C1)C1N(CCCCC1)C1=NC(=NC(=C1)C)N)OC 4-(2-(4-Chloro-2-methoxyphenyl)azepan-1-yl)-6-methylpyrimidin-2-amine